(2-((3-fluoro-4-(4-methylpiperazin-1-yl)phenyl)amino)-4-(((1r,4r)-4-(hydroxymethyl)cyclohexyl)amino)-7H-pyrrolo[2,3-d]pyrimidin-5-yl)(4-fluorophenyl)methanone FC=1C=C(C=CC1N1CCN(CC1)C)NC=1N=C(C2=C(N1)NC=C2C(=O)C2=CC=C(C=C2)F)NC2CCC(CC2)CO